ClC=1C=NC(=NC1)NC[C@@H]1[C@@H](OC(CN1C(=O)OC(C)(C)C)(F)F)C tert-butyl (5R,6S)-5-(((5-chloropyrimidin-2-yl)amino)methyl)-2,2-difluoro-6-methylmorpholine-4-carboxylate